2-phenyl-1,3-propylenediamine C1(=CC=CC=C1)C(CN)CN